NC1=NC(=C2C(=N1)N(N=C2)CC2=C(C=C(C=C2)N)F)C2=CC(=NC=C2)C#N 4-[6-amino-1-[(4-amino-2-fluoro-phenyl)methyl]pyrazolo[3,4-d]pyrimidin-4-yl]pyridine-2-carbonitrile